t-butyldicyclohexylphosphine tetrafluoroborate F[B-](F)(F)F.C(C)(C)(C)P(C1CCCCC1)C1CCCCC1